C(C)(C)C1=CC=C(CNC(=O)[C@@H]2CN(CCC2)C(=O)OC(C)(C)C)C=C1 tert-butyl (S)-3-((4-isopropylbenzyl)carbamoyl)piperidine-1-carboxylate